[N+](=[N-])=CC(CC[C@@H](C(=O)OC(C)(C)C)NC(C(Cl)Cl)=O)=O tert-Butyl (S)-6-diazo-2-(2,2-dichloroacetamido)-5-oxohexanoate